N-(2-ethyl-phenyl)-N-[4-bromo-2-(1H-tetrazol-5-yl)-phenyl]urea C(C)C1=C(C=CC=C1)N(C(=O)N)C1=C(C=C(C=C1)Br)C1=NN=NN1